C(C)OC(=O)C1=CN(C(=CC1=O)C1=CC(=C(C=C1)N1CCCC1)C(C)=O)C1=CC2=C(N=C(O2)N2[C@H](CCC2)COC)C=C1 (R)-6-(3-acetyl-4-(pyrrolidin-1-yl)phenyl)-1-(2-(2-(methoxymethyl)pyrrolidin-1-yl)benzo[d]oxazol-6-yl)-4-oxo-1,4-dihydropyridine-3-carboxylic acid ethyl ester